NC1=C2N=CN(C2=NC(=N1)Cl)[C@H]1[C@H](C[C@@H](O1)COC(C1=CC=CC=C1)(C1=CC=CC=C1)C1=CC=C(C=C1)OC)F (2R,3R,4S,5R)-5-(6-amino-2-chloro-9H-purin-9-yl)-4-fluoro-2-(((4-methoxyphenyl)diphenylmethoxy)methyl)-tetrahydrofuran